4-((1,4-Dioxazin-2-yl)methoxy)-2-oxo-6-(trifluoromethyl)-1,2-dihydropyridine-3-carboxamide O1N(COC=C1)COC1=C(C(NC(=C1)C(F)(F)F)=O)C(=O)N